ClC1=CC=C(C=C1)N(C(=O)N)C1=CC(=C(C=C1)Cl)Cl N-(4-chloro-phenyl)-N-(3,4-dichlorophenyl)-urea